CC1(OB(OC1(C)C)C=1C=CC(=NC1)C(=O)N)C 5-(4,4,5,5-tetramethyl-1,3,2-dioxaborolan-2-yl)picolinamide